2'-((6-((5-(cis-3,5-dimethylpiperazin-1-yl)pyridin-2-yl)amino)pyrimidin-4-yl)amino)-4'-methyl-5'-oxo-5',6'-dihydrospiro[cyclohexane-1,7'-pyrrolo[3,4-b]pyridine] 1'-oxide C[C@@H]1CN(C[C@@H](N1)C)C=1C=CC(=NC1)NC1=CC(=NC=N1)NC1=CC(=C2C(=[N+]1[O-])C1(NC2=O)CCCCC1)C